1-(5-(((2S,4R)-1-cyclobutyl-2-methylpiperidin-4-yl)methyl)pyrazolo[1,5-a]pyridin-3-yl)dihydropyrimidine-2,4(1H,3H)-dione C1(CCC1)N1[C@H](C[C@@H](CC1)CC1=CC=2N(C=C1)N=CC2N2C(NC(CC2)=O)=O)C